OC1CCC(CC1)NC(=O)C1=NC(=NC=C1)N1C=NC=C1 N-(4-hydroxycyclohexyl)-2-(1H-imidazol-1-yl)pyrimidine-4-carboxamide